ClC=1C=CC(=C(C(=O)O)C1)CN1[C@@](C2=C(C=C(C=C2C1=O)[C@@](CC)(C1CCOCC1)O)F)(OC)C1=CC=C(C=C1)Cl 5-chloro-2-{[(1R)-1-(4-chlorophenyl)-7-fluoro-5-[(1R)-1-hydroxy-1-(oxan-4-yl)propyl]-1-methoxy-3-oxo-2,3-dihydro-1H-isoindol-2-yl]methyl}benzoic acid